ClC=1N=C(C2=C(C=CC=C2C1)F)C1=CC=C(C=C1)C(F)(F)F 3-chloro-8-fluoro-1-(4-(trifluoromethyl)phenyl)isoquinoline